6-(1,4-dimethyl-1H-pyrazol-5-yl)-7-methyl-5-(4-((4-methylpyrimidin-2-yl)oxy)phenyl)-7H-pyrrolo[2,3-d]pyrimidin-4-amine CN1N=CC(=C1C1=C(C2=C(N=CN=C2N)N1C)C1=CC=C(C=C1)OC1=NC=CC(=N1)C)C